C(CCCCC)N=C=O n-hex-ylisocyanate